FC=1C=NN(C1)C1=CC=C(C=N1)CN1C2CN(CC1C2)C2=CC=C(C=N2)C2=NC(=CC(=C2)C)NC2=NNC(=C2)C 6'-(6-((6-(4-fluoro-1H-pyrazol-1-yl)pyridin-3-yl)methyl)-3,6-diazabicyclo[3.1.1]heptan-3-yl)-4-methyl-N-(5-methyl-1H-pyrazol-3-yl)-[2,3'-bipyridin]-6-amine